1-ethyl-3-butylbenzotriazole C(C)N1NN(C2=C1C=CC=C2)CCCC